9-methyl-4H-pyrido[1,2-a]pyrimidin-4-one CC1=CC=CN2C1=NC=CC2=O